FC=1C=C(C=C(C1F)F)C1=C(C=CC=C1)NC(=O)C=1C(=NN(C1)C)C(F)F N-(3',4',5'-trifluoro-biphenyl-2-yl)-3-difluoromethyl-1-methylpyrazole-4-carboxamide